Tert-butyl (S)-2-(5-((1-(dibenzo[b,d]furan-2-yl)ethyl)amino)-6-oxo-2-phenylpyrimidin-1(6H)-yl)acetate C1=C(C=CC=2OC3=C(C21)C=CC=C3)[C@H](C)NC3=CN=C(N(C3=O)CC(=O)OC(C)(C)C)C3=CC=CC=C3